FC1=C(C(=O)NCC(F)(F)F)C=CC(=C1)B1OC(C(O1)(C)C)(C)C 2-Fluoro-4-(4,4,5,5-tetramethyl-1,3,2-dioxaborolan-2-yl)-N-(2,2,2-trifluoroethyl)benzamide